FC=1C=C2C(=CNC2=CC1)C1(NC2=CC=CC=C2C1=O)C1=CC=CC=C1 2-(5-fluoro-1H-indol-3-yl)-2-phenylindol-3-one